CNC(=O)C1=CC=C(C=CC=2N=C(SC2)NC(OC(C)(C)C)=O)C=C1 tert-butyl (4-(4-(methylcarbamoyl)styryl)thiazol-2-yl)carbamate